IC1=C(C=C(C=N1)C=1C=NC=CC1)\C=C\C1=CC=CC=C1 (E)-6-iodo-5-styryl-3,3'-bipyridyl